C(\C=C\CC(=O)O)C(=O)O trans-2-butene-1,4-dicarboxylic acid